D-(-)-Arabinose C([C@H]([C@H]([C@@H](C=O)O)O)O)O